4-(1-(4-(4,4,5,5-tetramethyl-1,3,2-dioxaborolan-2-yl)phenyl)ethyl)morpholine CC1(OB(OC1(C)C)C1=CC=C(C=C1)C(C)N1CCOCC1)C